BrCC1=C(C(=O)OC)C=C(C=C1)O methyl 2-(bromomethyl)-5-hydroxy-benzoate